CC1(OB(OC1(C)C)C1=CC=C(C=C1)S(F)(F)(F)(F)F)C 4,4,5,5-tetramethyl-2-(4-(pentafluoro-λ6-sulfanyl)phenyl)-1,3,2-dioxaborolane